(2-((tert-butyldimethylsilyl)oxy)ethyl)-2-oxo-2,3-dihydro-1H-benzo[d]imidazole-5-carbonitrile [Si](C)(C)(C(C)(C)C)OCCN1C(NC2=C1C=CC(=C2)C#N)=O